2-chloro-5-fluoro-N-(4-morpholinophenyl)pyrimidin-4-amine ClC1=NC=C(C(=N1)NC1=CC=C(C=C1)N1CCOCC1)F